C12C(C3CC(CC(C1)C3)C2)=C(C2=CC=C(C=C2)Cl)C2=C(OCCCCCCC3CCNC3)C=CC=C2 4-((((Z)-((5S,7S)-Adamantan-2-ylidene)(4-chlorophenyl)methyl)phenoxy)hexyl)pyrrolidine